OC1C(N(C1)C(=O)O[C@@H]1CC[C@H](CC1)C(N(C[C@@H]1CC[C@H](CC1)C1=CC(=C(C=C1)OC)C)C1=NC=CC(=C1)C=1C=NN(C1)C(C)(C)C)=O)(C)C trans-4-((4-(1-(tert-Butyl)-1H-pyrazol-4-yl)pyridin-2-yl)((trans-4-(4-methoxy-3-methylphenyl)cyclohexyl)methyl) carbamoyl)cyclohexyl 3-hydroxy-2,2-dimethylazetidine-1-carboxylate